C(C1=CC=CC=C1)OC=1C=CC(=C2C=CC(NC12)=O)[C@H](CNC1CC2=CC(=C(C=C2C1)CC)CC)O (R)-8-(benzyloxy)-5-[2-[(5,6-diethyl-2,3-dihydro-1H-inden-2-yl)amino]-1-hydroxyethyl]quinolin-2(1H)-one